OCC(=O)NC1(O)C[C@@H](O[C@H](C)C(=O)O)[C@H](O)[C@H](O1)CO 2-hydroxyacetamido-3-O-[(R)-1-carboxyethyl]-2-deoxy-D-glucopyranose